(2S,3S)-4-acryloyl-3-methylmorpholin C(C=C)(=O)N1[C@H](COCC1)C